C1(CC1)C1=NC2=CC(=C(C=C2C(=N1)N[C@H](C)C1=CC(=CC=C1)C1=CC=NN1C)OC)OC (R)-2-Cyclopropyl-6,7-dimethoxy-N-(1-(3-(1-methyl-1H-pyrazol-5-yl)phenyl)ethyl)quinazoline-4-amine